N-hydroxy-7-(5-methyl-4-oxo-3,4-dihydroquinazolin-2-yl)heptanamide ONC(CCCCCCC1=NC2=CC=CC(=C2C(N1)=O)C)=O